O=C1OC2=CC(=CC=C2C=C1C=1SC=C(N1)C1=CC=2CCCCC2C=C1)OC(C)=O Acetic acid 2-oxo-3-[4-(5,6,7,8-tetra-hydro-naphthalen-2-yl)-thiazol-2-yl]-2H-chromen-7-yl ester